BrC1=CC(=C(C=C1)C1=NC=CC(=C1N)[P@@](=O)(C)CC)F (4-bromo-2-fluorophenyl)-4-[(R)-ethyl-(methyl)phosphoryl]pyridin-3-amine